N[C@H]1[C@@H]2N(C[C@H]1CC2)C(=O)C2=CC1=C(N(C(=N1)C1=CC=3C=4N1CCNC4C=CC3)C)C=C2 ((1R,4R,7R)-7-amino-2-azabicyclo[2.2.1]heptan-2-yl)(2-(2,3-dihydro-1H-pyrrolo[1,2,3-de]quinoxalin-5-yl)-1-methyl-1H-benzo[d]imidazol-5-yl)methanone